F[P-](F)(F)(F)(F)F.CN1C=[N+](C=C1)CCC 1-methyl-3-propyl-imidazolium hexafluorophosphate